(4-(4-chloro-3-(trifluoromethyl)phenoxy)-3,5-difluorophenyl)methanol Butyl-N-[2-[2-(5-azidopentyloxy)ethoxy]ethyl]carbamate C(CCC)N(C(=O)OCC1=CC(=C(C(=C1)F)OC1=CC(=C(C=C1)Cl)C(F)(F)F)F)CCOCCOCCCCCN=[N+]=[N-]